Methyl (2-(pent-4-en-1-yl) nonanoyl)-L-leucinate C(CCC=C)C(C(=O)N[C@@H](CC(C)C)C(=O)OC)CCCCCCC